CN1N=C(C(=C1)C=1C=NC=2CCN(CC2C1)C1=NC=C(C(=O)N)C=C1C(F)(F)F)C 6-(3-(1,3-dimethyl-1H-pyrazol-4-yl)-7,8-dihydro-1,6-naphthyridin-6(5H)-yl)-5-(trifluoromethyl)nicotinamide